(S)-2-amino-4-methylpentanoic acid phenylmethyl ester 4-methylbenzenesulfonate CC1=CC=C(C=C1)S(=O)(=O)O.C1(=CC=CC=C1)COC([C@H](CC(C)C)N)=O